5-(chloromethyl)-2,2-difluorobenzo[d][1,3]dioxole ClCC1=CC2=C(OC(O2)(F)F)C=C1